2-Piperazinylmethanol N1C(CNCC1)CO